7-chloro-4-((4-(2-cyanovinyl)-2,6-difluorophenyl)amino)quinazolin ClC1=CC=C2C(=NC=NC2=C1)NC1=C(C=C(C=C1F)C=CC#N)F